benzyl (3s,4s)-3-azido-4-hydroxypyrrolidine-1-carboxylate N(=[N+]=[N-])[C@H]1CN(C[C@@H]1O)C(=O)OCC1=CC=CC=C1